BrC1=CC(=C(O[C@H](C(=O)OC)C)C(=C1)C(CC)=O)F methyl (S)-2-(4-bromo-2-fluoro-6-propionylphenoxy)propanoate